F[C@H]1C[C@H]2[C@@H]3C[C@H]([C@H](C(CO)=O)[C@]3(C[C@@H]([C@@]2([C@]2(C=CC(C=C12)=O)C)F)O)C)C 6a,9a-difluoro-11b,21-dihydroxy-16a-methylpregna-1,4-diene-3,20-dione